1,4-dimethylcyclohexyl-phosphoric acid CC1(CCC(CC1)C)OP(O)(O)=O